COC(=O)C1=CC(C=2C=3N1CCNC3C=C(C2)F)=C=O 9-Fluoro-7-carbonyl-2,3-dihydro-1H,7H-pyrido[1,2,3-de]quinoxaline-5-carboxylic acid methyl ester